FC1=C(C(=CC=C1)F)C1=NC=2N(C(=N1)NC=1C=NN(C1)C1CCN(CC1)C1CCN(CC1)C)N=CC2 2-(2,6-difluorophenyl)-N-(1-(1'-methyl-[1,4'-bipiperidin]-4-yl)-1H-pyrazol-4-yl)pyrazolo[1,5-a][1,3,5]triazin-4-amine